ClC=1C=CC(=C(C1)C1=C(N=NN1)C=1C=C2C=C(C=NC2=CC1)C=1C=NNC1)F 6-[5-(5-chloro-2-fluoro-phenyl)-1H-triazol-4-yl]-3-(1H-pyrazol-4-yl)quinoline